O1[C@H](COC2=C1C=CC=C2)CN2C[C@H](CCC2)C=2C=C(C#N)C=CC2 |o1:13| 3-{(R*)-1-[(S)-1-(2,3-dihydrobenzo[1,4]dioxin-2-yl)methyl]-piperidin-3-yl}-benzonitrile